2-azido-2-fluoro-1-(o-tolyl)ethane N(=[N+]=[N-])C(CC1=C(C=CC=C1)C)F